ClC=1C=C(C=NC1OCCOC)NC(=O)NC=1C=NC2=CC=C(N=C2C1C(C)OC)Cl N-(5-chloro-6-(2-methoxyethoxy)pyridin-3-yl)-N'-(6-chloro-4-(1-methoxyethyl)-1,5-naphthyridin-3-yl)urea